C12CN(CC(N1)C2)C=2OC1=C(N2)C(=CC=C1C=1SC=CN1)OCC(C)O 1-((2-(3,6-diazabicyclo[3.1.1]heptan-3-yl)-7-(thiazol-2-yl)benzo[d]oxazol-4-yl)oxy)propan-2-ol